ethyl 1-((3-hydroxyoxetan-3-yl) methyl)-2-((6-(trifluoromethoxy) benzo[d]oxazol-2-yl) amino)-1H-benzo[d]imidazole-5-carboxylate OC1(COC1)CN1C(=NC2=C1C=CC(=C2)C(=O)OCC)NC=2OC1=C(N2)C=CC(=C1)OC(F)(F)F